(1R)-(+)-ALPHA-PINENE [C@@H]12C(=CC[C@@H](C1(C)C)C2)C